BrC=1C=CC(=NC1)C1=CSC=C1 5-bromo-2-(thiophen-3-yl)pyridine